OC1=CC=C2C(=NC(=NC2=C1)NC1=NC(=C(C=N1)C)C)C 2-((7-Hydroxy-4-methylquinazolin-2-yl)amino)-5,6-dimethylpyrimidin